(R)-N-((S)-1,3-dihydrospiro[indene-2,4'-piperidine]-1-yl)-2-methylpropane-2-sulfinamide trifluoroacetate FC(C(=O)O)(F)F.N1CCC2(CC1)[C@@H](C1=CC=CC=C1C2)N[S@](=O)C(C)(C)C